C(C(C)C)(=O)N1CCN(CC1)C1=C2C=NN(C2=CC(=C1)S(=O)(=O)NC1(COC1)C)C=1SC(=NN1)C 4-(4-isobutyrylpiperazin-1-yl)-1-(5-methyl-1,3,4-thiadiazol-2-yl)-N-(3-methyloxetan-3-yl)-1H-indazole-6-sulphonamide